N,N'-(5-(4-cyano-3,5-dimethoxybenzyl)pyrimidine-2,4-diyl)diacetamide C(#N)C1=C(C=C(CC=2C(=NC(=NC2)NC(C)=O)NC(C)=O)C=C1OC)OC